C(C)(=O)O.C(C)(=O)O.C(C)OC1=C(O)C=CC(=C1)C(C)(C)C1=CC=C(C=C1)O ethoxybisphenol a diacetate